4-(((6-(3,8-diazabicyclo[3.2.1]octan-3-yl)pyridin-2-yl)oxy)methyl)-3-fluorobenzonitrile C12CN(CC(CC1)N2)C2=CC=CC(=N2)OCC2=C(C=C(C#N)C=C2)F